CC1=CC(=CN=N1)C[C@@H]1CC[C@H](CC1)C(=O)O trans-4-[(6-methylpyridazin-4-yl)methyl]cyclohexanecarboxylic acid